1-[1-[1-[[4-cyano-3-(trifluoromethyl) phenyl] carbamoyl] cyclobutyl] pyrazol-4-yl] piperidine-1-carboxylate N1(CCCCC1)C(=O)OC=1C=NN(C1)C1(CCC1)C(NC1=CC(=C(C=C1)C#N)C(F)(F)F)=O